N1(CCCCC1)CCN1N=NC=C1 1-[2-(piperidin-1-yl)ethyl]-1H-1,2,3-triazole